C(C1=CC=CC=C1)NC(=O)C1(CCCC2=CC=CC=C12)CO N-benzyl-1-(hydroxymethyl)tetralin-1-carboxamide